[1,4]oxazepino[2,3-c]quinolin-6(7H)-one N1=CC=COC=2C(NC=3C=CC=CC3C21)=O